5-Fluoro-4-oxo-3-(2-(1-oxo-6-(pyrrolidin-1-yl)isoindolin-2-yl)propanamido)pentanoic acid FCC(C(CC(=O)O)NC(C(C)N1C(C2=CC(=CC=C2C1)N1CCCC1)=O)=O)=O